4-(1H-benzo[d]imidazol-6-yl)-N-(3-(difluoromethyl)phenyl)pyrimidin-2-amine N1C=NC2=C1C=C(C=C2)C2=NC(=NC=C2)NC2=CC(=CC=C2)C(F)F